(phenylbutyl)-1-(4-(hydroxycarbamoyl)benzyl)-1H-indole-3-carboxamide C1(=CC=CC=C1)CCCCC=1N(C2=CC=CC=C2C1C(=O)N)CC1=CC=C(C=C1)C(NO)=O